C(C)(C)(C)OC(N=NS(=O)(=O)C1=CN=CS1)=O thiazole-5-sulfonyliminocarbamic acid tert-butyl ester